oxygen lithium [Li].[O]